C(CCCCCC)OCCOCCOCCO Triethylene Glycol Monoheptyl Ether